N[C@@H](C)[C@H](C[C@H](CCCCCCCCCCCCC)O)O (2S,3S,5S)-2-aminooctadecane-3,5-diol